11-hydroxydocosanic acid OC(CCCCCCCCCC(=O)O)CCCCCCCCCCC